bromodecanoic anhydride BrC(C(=O)OC(C(CCCCCCCC)Br)=O)CCCCCCCC